C1(=CC=CC=C1)C(C1=CC=CC=C1)NCC1(CC1)O ((diphenylmethylamino)methyl)cyclopropane-1-ol